diazobenzene (2S)-2-{[(6-chloro-5-methyl-1,2,4-triazin-3-yl)amino]tert-butyl-methyl}morpholine-4-carboxylate ClC1=C(N=C(N=N1)NC([C@@H]1CN(CCO1)C(=O)O)C(C)(C)C)C.[N+](=[N-])=C1CC=CC=C1